3-(4-(4-methylthiazol-5-yl)phenyl)propionamide CC=1N=CSC1C1=CC=C(C=C1)CCC(=O)N